(3S,4S)-tert-butyl 3-((4-(6-(3,3-difluoroazetidin-1-yl)-7-methoxyimidazo[1,2-b]pyridazin-3-yl)pyrimidin-2-yl)amino)-4-fluoropyrrolidine-1-carboxylate FC1(CN(C1)C=1C(=CC=2N(N1)C(=CN2)C2=NC(=NC=C2)N[C@H]2CN(C[C@@H]2F)C(=O)OC(C)(C)C)OC)F